1-(9Z-pentadecenoyl)-2-(9Z,12Z-heptadecadienoyl)-glycero-3-phosphocholine CCCCC/C=C\CCCCCCCC(=O)OC[C@H](COP(=O)([O-])OCC[N+](C)(C)C)OC(=O)CCCCCCC/C=C\C/C=C\CCCC